ClC1=C(OC2=CC(=C(C=C2C2=CN(C=3C(NC=CC32)=O)C)N3C(CCC3=O)=O)C)C=CC(=C1)OC 1-(4-(2-chloro-4-methoxyphenoxy)-2-methyl-5-(1-methyl-7-oxo-6,7-dihydro-1H-pyrrolo[2,3-c]pyridin-3-yl)phenyl)pyrrolidine-2,5-dione